OC1=C(C=CC(=C1)OCCCCCCCC)C(=O)C1=CC=CC=C1 (2-hydroxy-4-octyloxy-phenyl)-phenyl-methanone